4-(1-methyl-1H-pyrazol-3-yl)-1,2,3,6-tetrahydropyridine hydrochloride Cl.CN1N=C(C=C1)C=1CCNCC1